ClC(=CC(F)F)F trans-1-chloro-1,3,3-trifluoropropene